CN1C(C2=CC=CC=C2C(=C1)C1=NC=CC=N1)=O 2-methyl-4-pyrimidin-2-ylisoquinolin-1-one